C1CCC12CN(CC2)C2=C(C(=O)N1C(CN(CC1)C(=O)OC(C)(C)C)C=1SC=CC1)C=CC(=C2)NC(=O)C2CC2 tert-butyl 4-[2-(6-azaspiro[3.4]octan-6-yl)-4-(cyclopropanecarbonylamino)benzoyl]-3-thiophen-2-ylpiperazine-1-carboxylate